2-octyl-6-(6-octyl-2-naphthylvinyl)-anthracene C(CCCCCCC)C1=CC2=CC3=CC=C(C=C3C=C2C=C1)C=CC1=CC2=CC=C(C=C2C=C1)CCCCCCCC